4-(4-methylpiperazin-1-yl)piperidin CN1CCN(CC1)C1CCNCC1